C(#N)C1=CC(=C(COC2=CC=CC(=N2)C=2CCN(CC2)CC2=NC3=C(N2C[C@H]2OCC2)C=C(C=C3)C(=O)[O-])C=C1)F (S)-2-((6-((4-cyano-2-fluorobenzyl)oxy)-3',6'-dihydro-[2,4'-bipyridin]-1'(2'H)-yl)methyl)-1-(oxetan-2-ylmethyl)-1H-benzo[d]imidazole-6-carboxylate